Tert-butyl (3S,4S)-3-(5-amino-2-fluoro-4-((2-methoxypropyl) amino) benzamido)-4-fluoropiperidine-1-carboxylate NC=1C(=CC(=C(C(=O)N[C@H]2CN(CC[C@@H]2F)C(=O)OC(C)(C)C)C1)F)NCC(C)OC